methyl (S)-3-amino-3-(6-chloro-4-(2,6-dimethyl-4-((trifluoromethyl)sulfonamido)phenyl)pyridin-2-yl)propanoate hydrochloride Cl.N[C@@H](CC(=O)OC)C1=NC(=CC(=C1)C1=C(C=C(C=C1C)NS(=O)(=O)C(F)(F)F)C)Cl